CC(=O)N[C@@H]1[C@H](C[C@@](O[C@H]1[C@@H]([C@@H](CO)O)O)(C(=O)O)O[C@H]2[C@H]([C@H](O[C@H]([C@@H]2O)O[C@@H]3[C@H](O[C@H]([C@@H]([C@H]3O)O)O)CO)CO)O)O The molecule is an amino trisaccharide that is the carbohydrate portion of ganglioside GM3. It comprises a linear sequence of alpha-N-acetylneuraminyl, beta-D-galactosyl and beta-D-glucose residues linked (2->3) and (1->4). It has a role as an epitope and a mammalian metabolite.